O=C1N(C(C2=CC=CC=C12)=O)C1=C(C=NN1CC)CCCN(C(OCC1=CC=CC=C1)=O)C benzyl N-[3-[5-(1,3-dioxoisoindolin-2-yl)-1-ethyl-pyrazol-4-yl]propyl]-N-methyl-carbamate